(R)-N'-((1,2,3,5,6,7-hexahydro-s-indacen-4-yl)carbamoyl)-2,3-dihydro-1H-indene-2-sulfonimidamide C1CCC2=C(C=3CCCC3C=C12)NC(=O)N=[S@](=O)(N)C1CC2=CC=CC=C2C1